S(=O)(=O)(O)C(C(=O)OCCCCCCCCCCCCCCCC(C)C)CC(=O)[O-].[Na+].[Na+].C(CCCCCCCCCCCCCCC(C)C)OC(C(CC(=O)[O-])S(=O)(=O)O)=O Disodium isostearyl Sulfosuccinate